C(C)(C)(C)NC[C@@H](CO)O (S)-3-tert-butylamino-1,2-propylene glycol